NC1=NN(C2=CC(=CC(=C12)C1=CC=C(C=C1)C1=C(C(N(C=C1)C1=NC=C(C=C1)F)=O)C(=O)N)C1CCN(CC1)C(C(C)C)=O)C (4-(3-amino-6-(1-isobutyrylpiperidin-4-yl)-1-methyl-1H-indazol-4-yl)phenyl)-5'-fluoro-2-oxo-2H-[1,2'-bipyridine]-3-carboxamide